6-(3-Fluoro-5-isobutoxyphenyl)-2-[(3S)-3-phenyl-1-piperidyl]-N-(1H-pyrazol-5-ylsulfonyl)pyridin-3-carboxamid FC=1C=C(C=C(C1)OCC(C)C)C1=CC=C(C(=N1)N1C[C@@H](CCC1)C1=CC=CC=C1)C(=O)NS(=O)(=O)C1=CC=NN1